tert-butyl 2-((5-bromo-1-cyclobutyl-1H-pyrazol-4-yl)methyl)hydrazinecarboxylate BrC1=C(C=NN1C1CCC1)CNNC(=O)OC(C)(C)C